N[C@](CCC1CC1)(C1=CC=NC=C1)C=1C=CC(=C(C1)NC(=O)[C@@H]1N(C[C@@H](C1)OC)C(=O)NC1=NC=C(C=C1)Cl)F (2R,4R)-N2-(5-((S)-1-amino-3-cyclopropyl-1-(pyridin-4-yl)propyl)-2-fluorophenyl)-N1-(5-chloropyridin-2-yl)-4-methoxypyrrolidine-1,2-dicarboxamide